C1(CC1)COC=1C=CC2=C(C(=C(O2)C)C(=O)NC2(COC2)CO)C1 5-(cyclopropylmethoxy)-N-[3-(hydroxymethyl)oxetan-3-yl]-2-methyl-1-benzofuran-3-carboxamide